5-ethoxy-3-methylpyrazol C(C)OC1=CC(=NN1)C